NC=1C(=C(C=CC1)O)N di-aminophenol